FC(C1=C(C=CC=C1)CN)(F)F [2-(trifluoromethyl)phenyl]methanamine